N-{(S)-1-cyano-2-[(S)-2-oxo-3-pyrrolidinyl]ethyl}-6,6-dimethyl-3-azabicyclo[3.1.0]hexane-2-carboxamide C(#N)[C@H](C[C@H]1C(NCC1)=O)NC(=O)C1C2C(C2CN1)(C)C